tetraisobutyl-1,2-propanediamine C(C(C)C)CC(C(N)(CC(C)C)CC(C)C)(N)CC(C)C